1-(2-Cyano-benzyl)-3-methyl-7-(2-butyne-1-yl)-8-((R)-3-amino-piperidine-1-yl)-xanthine C(#N)C1=C(CN2C(=O)N(C=3N=C(N(C3C2=O)CC#CC)N2C[C@@H](CCC2)N)C)C=CC=C1